O1C(=CC=C1)C(=O)NN=CC=1N(C=CN1)C 1-methyl-1H-imidazole-2-carboxaldehyde 2-furoyl hydrazone